NC=1C=C2C=NN(C2=C(C1C(C1=C(C=CC(=C1)F)Cl)=O)C#N)C 5-amino-6-(2-chloro-5-fluorobenzoyl)-1-methyl-1H-indazole-7-carbonitrile